4-(2-bromophenyl)piperidine-2,6-dione BrC1=C(C=CC=C1)C1CC(NC(C1)=O)=O